2-bromo-5-chloro-12-oxa-3-thia-6-azatricyclo[6.4.1.04,13]trideca-1,4(13),5,7-tetraene-7-carboxylic acid BrC1=C2OCCCC3=C(N=C(C(S1)=C23)Cl)C(=O)O